methyl 2-[4-[2-(5-isopropoxy-1-tetrahydropyran-2-yl-indazol-3-yl)pyrimidin-4-yl]-3-methyl-pyrazole-1-yl]propionate C(C)(C)OC=1C=C2C(=NN(C2=CC1)C1OCCCC1)C1=NC=CC(=N1)C=1C(=NN(C1)C(C(=O)OC)C)C